di-tert-butyl 3,3'-((2-aminopropane-1,3-diyl)bis(oxy))dipropionate NC(COCCC(=O)OC(C)(C)C)COCCC(=O)OC(C)(C)C